F[C@@]1([C@@H](C1)NC1CCC(CC1)N)C1=CC=CC=C1 N1-((1R,2R)-2-fluoro-2-phenylcyclopropyl)cyclohexane-1,4-diamine